2-(3-((4-(3-((2-((1S)-1-((tetrahydro-2H-pyran-2-yl)oxy)ethyl)-1H-imidazol-1-yl)methyl)isoxazol-5-yl)phenyl)butane-1,3-diyn-1-yl)azetidin-1-yl)acetonitrile O1C(CCCC1)O[C@@H](C)C=1N(C=CN1)CC1=NOC(=C1)C1=CC=C(C=C1)C#CC#CC1CN(C1)CC#N